NCCNCCC[Si](OC)(OC)C 3-(2-aminoethyl)aminopropylmethyldimethoxysilane